BrN1N=C2C(C(=NC=3C=CC=CC23)N)=N1 bromo-2H-[1,2,3]triazolo[4,5-c]quinolin-4-amine